tert-butyl 4-((6-(2-allyl-6-(methylthio)-3-oxo-2,3-dihydro-1H-pyrazolo[3,4-d]pyrimidin-1-yl)pyridin-2-yl)amino)piperidine-1-carboxylate C(C=C)N1N(C2=NC(=NC=C2C1=O)SC)C1=CC=CC(=N1)NC1CCN(CC1)C(=O)OC(C)(C)C